ClC1=CC=C2C(=C1)NC(C21N(C(C=2N=C(N(C21)C(C)C)C=2C=NC(=CC2OC)OC)=O)C2=C(C=CC(=C2)Cl)C)=O 6-chloro-5'-(5-chloro-2-methylphenyl)-2'-(4,6-dimethoxypyridin-3-yl)-3'-isopropyl-3'H-spiro[indoline-3,4'-pyrrolo[3,4-d]imidazole]-2,6'(5'H)-dione